C(C1=CC=CC=C1)[C@H]1N(C(OC1)=O)C([C@@H]([C@H](C1=CC(=C(C=C1)C)OC)O)OC1CCCC1)=O (R)-4-benzyl-3-((2R,3S)-2-(cyclopentyloxy)-3-hydroxy-3-(3-methoxy-4-methylphenyl)propionyl)oxazolidin-2-one